FC1=CC(=CC2=C1OCCO2)[C@H]([C@@H](CN2CCCC2)NC(=O)[C@@H]2CN(CC2)C2=CC=1CCCCC1C=C2)O (S)-N-((1R,2R)-1-(8-fluoro-2,3-dihydrobenzo[b][1,4]dioxin-6-yl)-1-hydroxy-3-(pyrrolidin-1-yl)propan-2-yl)-1-(5,6,7,8-tetrahydronaphthalen-2-yl)pyrrolidine-3-carboxamide